Tert-butyl (1S,4S)-5-benzyl-4-cyano-2,5-diazabicyclo[2.2.1]heptane-2-carboxylate C(C1=CC=CC=C1)N1[C@@]2(CN([C@H](C1)C2)C(=O)OC(C)(C)C)C#N